6-(1-(6-(benzo[b]thiophen-2-yl)-imidazo[4,5-b]pyrazin-1-yl)-ethyl)-7-fluoroquinoline S1C2=C(C=C1C1=CN=C3C(=N1)N(C=N3)C(C)C=3C=C1C=CC=NC1=CC3F)C=CC=C2